FC=1C=2N(C=C(C1)C=1C=C3C(NC(=NC3=CC1)N1CCNC3(CC3)C1)=O)C=C(N2)C 6-(8-fluoro-2-methylimidazo[1,2-a]pyridin-6-yl)-2-(4,7-diazaspiro[2.5]octan-7-yl)quinazolin-4(3H)-one